3,4,5,6-tetrabromo-2-methylphenol BrC=1C(=C(C(=C(C1Br)Br)Br)O)C